8-(benzyloxy)-7-methoxy-2,3-dihydroimidazo[1,2-c]Quinazolin-5-amine C(C1=CC=CC=C1)OC=1C=CC=2C=3N(C(=NC2C1OC)N)CCN3